(2,3-dichlorophenyl)acetic acid ClC1=C(C=CC=C1Cl)CC(=O)O